C(C)(C)(C)OC(=O)N1CCC=2C(=CC=NC2C1)Br 4-bromo-5,6,7,8-tetrahydro-1,7-naphthyridine-7-carboxylic acid tert-butyl ester